4-Cyanotetrahydrofuran-3-yl(8-amino-7-fluoro-6-(8-methyl-2,3-dihydro-1H-pyrido[2,3-b][1,4]oxazin-7-yl)isoquinolin-3-yl)carbamate C(#N)C1C(COC1)N(C([O-])=O)C=1N=CC2=C(C(=C(C=C2C1)C1=C(C2=C(OCCN2)N=C1)C)F)N